(2S,6R)-N-[2-(1-benzylpiperidin-4-yl)ethyl]-4-(2-cyanopyrimidin-5-yl)-2,6-dimethylpiperazine-1-carboxamide C(C1=CC=CC=C1)N1CCC(CC1)CCNC(=O)N1[C@H](CN(C[C@H]1C)C=1C=NC(=NC1)C#N)C